C1=CC=C(C(=C1)/C=C/C(=O)O)O The molecule is a monohydroxycinnamic acid in which the hydroxy substituent is located at C-2 of the phenyl ring. It has a role as a plant metabolite. It is a conjugate acid of a 2-coumarate.